C(C)(C)(C)OC(=O)N[C@H](C(=O)O)CC(C)C (S)-2-(tert-butoxycarbonylamino)-4-methylpentanoic acid